pyrazolo[1,5-a]pyridine-3-carboxylic acid ethyl ester C(C)OC(=O)C=1C=NN2C1C=CC=C2